rac-(3R,4S)-3-cyclopropyl-4-(difluoromethyl)-1-(6-(1-methyl-1H-pyrazol-4-yl)pyrrolo[1,2-b]pyridazin-4-yl)-2-oxopyrrolidine-3-carbonitrile C1(CC1)[C@]1(C(N(C[C@H]1C(F)F)C=1C=2N(N=CC1)C=C(C2)C=2C=NN(C2)C)=O)C#N |r|